2-fluoro-5-((8-methoxy-4-oxo-3,4-dihydro-phthalazine-1-yl)methyl)benzoic acid FC1=C(C(=O)O)C=C(C=C1)CC1=NNC(C2=CC=CC(=C12)OC)=O